BrC1=CC(=CC=C1)OC([2H])([2H])[2H] bromo-3-(methoxy-d3)benzene